di-tert-Butyl [3-[3-chloro-10-methyl-11-oxo-10,11-dihydro-5H-dibenzo[b,e][1,4]diazepin-5-yl]propyl]imidodicarbonate ClC=1C=CC2=C(N(C3=C(N(C2=O)C)C=CC=C3)CCCN(C(=O)OC(C)(C)C)C(=O)OC(C)(C)C)C1